N-methyl-N-methoxymethylamine hydrochloride Cl.CN(OC)C